tert-Butyl (S)-2-((4-methyl-2-nitro-5-((1-(7-(((trifluoromethyl)sulfonyl)oxy)quinolin-5-yl)cyclopropyl)carbamoyl)phenoxy)methyl)azetidine-1-carboxylate CC1=CC(=C(OC[C@H]2N(CC2)C(=O)OC(C)(C)C)C=C1C(NC1(CC1)C1=C2C=CC=NC2=CC(=C1)OS(=O)(=O)C(F)(F)F)=O)[N+](=O)[O-]